S1CCC(CC1)C(=O)OC1CN(C1)C=1N=C(C2=C(N1)CC[S+]2[O-])N(C2CCOCC2)C [1-[4-[methyl(tetrahydropyran-4-yl)amino]-5-oxido-6,7-dihydro-thieno[3,2-d]pyrimidin-5-ium-2-yl]azetidin-3-yl] tetrahydrothiopyran-4-carboxylate